C(C1=CC=CC=C1)NC([C@@H]([C@H](C=C)OCC1=CC=CC=C1)C1=CC2=CC=CC=C2C=C1)=O (2R,3S)-N-benzyl-3-(benzyloxy)-2-(naphthalen-2-yl)pent-4-enamide